(E)-ethyl 3-(3-(4-bromo-3-methylphenyl)-2-ethyl-7-fluoro-4-oxo-3,4-dihydroquinazolin-6-yl)acrylate BrC1=C(C=C(C=C1)N1C(=NC2=CC(=C(C=C2C1=O)/C=C/C(=O)OCC)F)CC)C